FC=1C(=C(C=CC1F)C(=O)N1CC(C1)(O)CNCCO)NC1=C(C=C(C=C1)I)F 1-({3,4-difluoro-2-[(2-fluoro-4-iodophenyl)amino]phenyl}carbonyl)-3-{[(2-hydroxyethyl)amino]methyl}azetidin-3-ol